N-(5-methylpyridin-2-yl)benzenesulfonamide CC=1C=CC(=NC1)NS(=O)(=O)C1=CC=CC=C1